(3-((4-((benzyloxy)methyl)phenyl)carbamoyl)-4-methylphenyl)boronic acid C(C1=CC=CC=C1)OCC1=CC=C(C=C1)NC(=O)C=1C=C(C=CC1C)B(O)O